(E)-4-(bromo(p-tolyl)methylene)-3-((phenylsulfonyl)methyl)benzopyran Br\C(=C/1\C(=COC2=C1C=CC=C2)CS(=O)(=O)C2=CC=CC=C2)\C2=CC=C(C=C2)C